C1(CC1)C(=O)OCC(C)(C)OC(C)\C(=C\C(C)C)\C (E)-2-((3,5-dimethylhex-3-en-2-yl) oxy)-2-methylpropyl cyclopropaneformate